[5-cyclopropyl-2-[7-(trifluoromethyl)imidazo[1,2-b]pyridazin-2-yl]-3-pyridyl]-ethyl-imino-oxo-λ6-sulfane C1(CC1)C=1C=C(C(=NC1)C=1N=C2N(N=CC(=C2)C(F)(F)F)C1)S(=O)(=N)CC